CC=1C=C(C=NC1N1CCN(CC1)C)B(O)O (5-methyl-6-(4-methylpiperazin-1-yl)pyridin-3-yl)boronic acid